FC(C(CP(C1=CC=CC=C1)C1=CC=CC=C1)([O-])C(F)(F)F)(F)F 1,1-Bis(trifluoromethyl)-2-(diphenylphosphino)ethanolate